NCC(CN1N=CN(C1=O)C1=NC(=CC=C1)C=1C=NC(=CC1)C(F)(F)F)=C(F)F 2-[2-(aminomethyl)-3,3-difluoro-allyl]-4-[6-[6-(trifluoromethyl)-3-pyridinyl]-2-pyridinyl]-1,2,4-triazol-3-one